NCCCC[C@@H](C(=O)NCC(=O)N1CCOCC1)N(CC(=O)NCC(N1CCOCC1)=O)CC(=O)NCC(=O)N1CCOCC1 (S)-2,2'-((6-amino-1-((2-morpholino-2-oxoethyl)amino)-1-oxohexan-2-yl)azanediyl)bis(N-(2-morpholino-2-oxoethyl)acetamide)